C(C)C12C3C(C(CC31)C2)OC 1-ethyl-3-methoxytricyclo[2.2.1.02,6]heptane